behenyl-propylhydroxypropylamine C(CCCCCCCCCCCCCCCCCCCCC)N(CCCO)CCC